C(C)N(CC)CC1=CC=C(C=C1)C1=CC(=C2C(=N1)C=CS2)NCCCN2CCOCC2 5-(4-((diethylamino)methyl)phenyl)-N-(3-morpholinopropyl)thieno[3,2-b]pyridin-7-amine